BrC=1C=C2CCC(N(C2=CC1)CC)=O 6-bromo-1-ethyl-3,4-dihydroquinolin-2(1H)-one